tert-butyl 4-[2-(8-fluoro-2-methyl-imidazo[1,2-a]pyridin-6-yl)-5-oxo-pyrido[4,3-d]pyrimidin-6-yl]-2,2-dimethyl-piperidine-1-carboxylate FC=1C=2N(C=C(C1)C=1N=CC3=C(N1)C=CN(C3=O)C3CC(N(CC3)C(=O)OC(C)(C)C)(C)C)C=C(N2)C